C(C1=CC=CC=C1)N1CCC2(CC1)COC1=CC=3CN(C(C3C=C12)=O)C1C(NC(CC1)=O)=O 3-(1'-benzyl-5-oxo-5,7-dihydro-2H,6H-spiro[furo[2,3-f]isoindole-3,4'-piperidine]-6-yl)piperidine-2,6-dione